tert-butyl 4-[4-[(1,3-dioxoisoindolin-2-yl)methyl]cyclohexoxy]piperidine-1-carboxylate O=C1N(C(C2=CC=CC=C12)=O)CC1CCC(CC1)OC1CCN(CC1)C(=O)OC(C)(C)C